ClC1=CC(=C(C=C1)C1=NC(=CN2C1=NC(=C(C2=O)C)C)[C@@H]2C[C@@H](OCC2)C2=CN(C(C=C2)=O)C2CC2)F 9-(4-chloro-2-fluoro-phenyl)-7-[(2R,4S)-2-(1-cyclopropyl-6-keto-3-pyridyl)tetrahydropyran-4-yl]-2,3-dimethyl-pyrazino[1,2-a]pyrimidin-4-one